2,4-Dimethyl-6-((2-oxo-2,3-dihydro-1H-benzo[d]imidazol-5-yl)methyl)-4,6-dihydro-5H-thiazolo[5',4':4,5]pyrrolo[2,3-d]pyridazin-5-one CC=1SC2=C(N(C=3C(N(N=CC32)CC3=CC2=C(NC(N2)=O)C=C3)=O)C)N1